1,3,5-tris(isocyanatomethyl)benzene N(=C=O)CC1=CC(=CC(=C1)CN=C=O)CN=C=O